C(CCCCCCCCCCCCC)(=O)NC1=CC=C(C(=O)NCCCC(=O)O)C=C1 4-para-tetradecanamidobenzamidobutyric acid